(5-bromo-2-pyridyl)propanal BrC=1C=CC(=NC1)C(C=O)C